S1C(=CC=C1)C1=NN=C(O1)CN [5-(thiophen-2-yl)-1,3,4-oxadiazol-2-yl]methanamine